COC=1C(=CC2=C(SC=C2)C1)CCNC1=CC=NC=N1 6-[2-(6-methoxy-benzo[b]thiophen-5-yl)-ethylamino]-pyrimidin